CC1=CC(=C(C=C1)NC(=O)C=1C2=C(SC1NC(C(F)(F)Br)=O)CCC2)OC(F)(F)F 2-(2-bromo-2,2-difluoro-acetylamino)-5,6-dihydro-4H-cyclopenta[b]thiophene-3-carboxylic acid (4-methyl-2-trifluoromethoxy-phenyl)-amide